(2R,4R)-1-(3,5-difluorobenzyl)-4-((3-fluoro-6-((5-methyl-1H-pyrazol-3-yl)amino)pyridin-2-yl)methyl)-2-methylpiperidine-4-carboxylic acid FC=1C=C(CN2[C@@H](C[C@@](CC2)(C(=O)O)CC2=NC(=CC=C2F)NC2=NNC(=C2)C)C)C=C(C1)F